6-(4-methylpiperazin-1-yl)-N1-phenylbenzene-1,3-diamine CN1CCN(CC1)C1=CC=C(C=C1NC1=CC=CC=C1)N